3-(1-methyl-7-oxo-3-propyl-6,7-dihydro-1H-pyrazolo[4,3-d]pyrimidin-5-yl)-N-(2-(1-methylpyrrolidin-2-yl)ethyl)-4-propoxybenzenesulfonamide CCCC1=NN(C2C1=NC(=NC2=O)C3=C(C=CC(=C3)S(=O)(=O)NCCC4CCCN4C)OCCC)C